N-((S)-((1s,4R)-4-fluorocyclohexyl)(5-((S)-2-methoxy-1-((S)-2-oxo-4-(trifluoromethyl)imidazolidin-1-yl)ethyl)benzo[d]oxazol-2-yl)methyl)-4-methyl-1,2,5-oxadiazole-3-carboxamide FC1CCC(CC1)[C@H](NC(=O)C1=NON=C1C)C=1OC2=C(N1)C=C(C=C2)[C@@H](COC)N2C(N[C@@H](C2)C(F)(F)F)=O